tert-butyl N-[1-methyl-4-(4,4,5,5-tetramethyl-1,3,2-dioxaborolan-2-yl)cyclohex-3-en-1-yl]carbamate CC1(CC=C(CC1)B1OC(C(O1)(C)C)(C)C)NC(OC(C)(C)C)=O